ClC1=CC=C(C=C1)[C@@]1(N(C(C2=CC(=CC(=C12)F)C(=O)C=1N=CN(C1)C)=O)CC=1C=NC(=CC1)Cl)OCCO (3R)-3-(4-chlorophenyl)-2-[(6-chloropyridin-3-yl)methyl]-4-fluoro-3-(2-hydroxyethoxy)-6-(1-methyl-1H-imidazole-4-carbonyl)-2,3-dihydro-1H-isoindol-1-one